5-(4-benzocyclobutenyl)-1,3-phenylenediamine C1=CC2=C1C=CC(=C2)C=2C=C(C=C(C2)N)N